C(C)S(=O)(=O)N1CC(CC1)N1N=CC(=C1)C1=NC(=NC=C1)NC=1C=NN(C1)C 4-(1-(1-(ethylsulfonyl)pyrrolidine-3-yl)-1H-pyrazol-4-yl)-N-(1-methyl-1H-pyrazol-4-yl)pyrimidin-2-amine